C(CCCCCCCCCCCCCCC)NC(O[C@H]1[C@@H](O[C@@H]([C@H]1O)CO)N1C=2N=C(NC(C2N=C1)=O)N)=O (2R,3R,4R,5R)-2-(2-amino-6-oxo-1,6-dihydro-9H-purin-9-yl)-4-hydroxy-5-(hydroxymethyl)tetrahydrofuran-3-yl hexadecylcarbamate